Br[Si]1(C[SiH](C1)CC)CC 1-bromo-1,3-diethyl-1,3-disilacyclobutane